BrC1=C(C(=CC2=C1[C@@H]([C@](O2)(C#N)C2=CC=CC=C2)O)F)Cl (2R,3S)-4-bromo-5-chloro-6-fluoro-3-hydroxy-2-phenyl-2,3-dihydrobenzofuran-2-carbonitrile